(1S,3R,4S)-2-((S)-2-bromo-9-hydroxy-9H-fluorene-9-carbonyl)-N-((R)-1-cyano-2-((R)-2-oxopiperidin-3-yl)ethyl)-5,5-difluoro-2-azabicyclo[2.2.2]octane-3-carboxamide BrC1=CC=2[C@@](C3=CC=CC=C3C2C=C1)(C(=O)N1[C@@H]2CC([C@H]([C@@H]1C(=O)N[C@H](C[C@@H]1C(NCCC1)=O)C#N)CC2)(F)F)O